C1(=CC=CC=C1)[O-].C(O)(O)=O.[Na+] sodium carbonate monophenolate